ethyl (2E)-(2-methylhydrazinylidene)ethanoate CN\N=C\C(=O)OCC